3-(4-(4-((4-((1r,4r)-4-(4-amino-3-(4-phenoxyphenyl)-1H-pyrazolo[3,4-d]pyrimidin-1-yl)cyclohexyl)piperazin-1-yl)methyl)piperidin-1-yl)-2,6-difluorophenyl)piperidine-2,6-dione NC1=C2C(=NC=N1)N(N=C2C2=CC=C(C=C2)OC2=CC=CC=C2)C2CCC(CC2)N2CCN(CC2)CC2CCN(CC2)C2=CC(=C(C(=C2)F)C2C(NC(CC2)=O)=O)F